(S)-tert-butyl (5-chloro-2-(2,4-dimethylpiperazin-1-yl)pyridin-4-yl)carbamate ClC=1C(=CC(=NC1)N1[C@H](CN(CC1)C)C)NC(OC(C)(C)C)=O